C12CN(CC(N1)C2)C=2OC1=C(N2)C(=CC=C1C=1SC=CN1)C(C)=O 1-(2-(3,6-diazabicyclo[3.1.1]heptan-3-yl)-7-(thiazol-2-yl)benzo[d]oxazol-4-yl)ethan-1-one